ClC=1C=NC(=C(C(=O)NC2CCC(CC2)CN2C(C(C3=CC=CC=C23)(C2=CC(=CC=C2)OC)O)=O)C1)C(F)(F)F 5-chloro-N-((1r,4r)-4-((3-hydroxy-3-(3-methoxyphenyl)-2-oxoindolin-1-yl)methyl)cyclohexyl)-2-(trifluoromethyl)nicotinamide